ClC1=CC(=C(COC2=CC=CC(=N2)N2CCN(CC2)CC=2N(C3=C(N2)SC(=C3)C(=O)OCC)CC=3N=CN(C3)CC)C=C1)F Ethyl 2-((4-(6-((4-chloro-2-fluorobenzyl) oxy) pyridin-2-yl) piperazin-1-yl) methyl)-1-((1-ethyl-1H-imidazol-4-yl) methyl)-1H-thieno[2,3-d]imidazole-5-carboxylate